P(=O)(OCC1=CC=CC=C1)(OCC1=CC=CC=C1)O[C@H]1CN(CC1)C(CCCC1=CC=C(C=C1)CCC1=C(C=CC=C1)C)=O Dibenzyl (3R)-1-(4-{4-[2-(methylphenyl)ethyl]phenyl}butanoyl)pyrrolidin-3-yl phosphate